FC1=C(C=C2CCN(CC2=C1)C(C(F)(F)F)=O)NC1=NC=C(C(=N1)C1=CC=2C(NCCC2S1)=O)C(F)(F)F 2-(2-((7-fluoro-2-(2,2,2-trifluoroacetyl)-1,2,3,4-tetrahydroisoquinolin-6-yl)amino)-5-(trifluoromethyl)pyrimidin-4-yl)-6,7-dihydrothieno[3,2-c]pyridin-4(5H)-one